(5R)-5-ethyl-1-(piperidin-4-yl)pyrrolidin-2-one acetate salt C(C)(=O)O.C(C)[C@@H]1CCC(N1C1CCNCC1)=O